8-[2,3-difluoro-5-(trifluoromethyl)phenyl]-N-(2,3-dihydro-1,4-benzoxazin-4-yl)-4-morpholino-quinoline-3-carboxamide FC1=C(C=C(C=C1F)C(F)(F)F)C=1C=CC=C2C(=C(C=NC12)C(=O)NN1CCOC2=C1C=CC=C2)N2CCOCC2